5-(3-aminopropoxy)-2-(2,6-dioxopiperidin-3-yl)-1H-benzo[de]isoquinoline-1,3(2H)-dione NCCCOC=1C=C2C3=C(C(N(C(C3=CC=C2)=O)C2C(NC(CC2)=O)=O)=O)C1